1,3-bis(isocyanatomethyl)-4-methylbenzene N(=C=O)CC1=CC(=C(C=C1)C)CN=C=O